COC1=C2C=C(NC2=CC=C1)C(=O)N[C@H](C(=O)N[C@H](C#C)CCS(=O)C)CC(C)C 4-methoxy-N-((2S)-4-methyl-1-(((3S)-5-(methylsulfinyl)pent-1-yn-3-yl)amino)-1-oxopentan-2-yl)-1H-indole-2-carboxamide